(R)-3-((S)-5H-imidazo[5,1-a]isoindol-5-yl)tetrahydro-2H-pyran-3-ol C=1N=CN2C1C1=CC=CC=C1[C@H]2[C@]2(COCCC2)O